3'-aminotrityl-3'-deoxy-thymidine NC=1C=C(C(C2=CC=CC=C2)(C2=CC=CC=C2)[C@@]2(CC[C@@H](CO)O2)N2C(=O)NC(=O)C(C)=C2)C=CC1